4-[2-amino-9-[[4-amino-3-(trifluoromethyl)phenyl]methyl]purin-6-yl]pyridine-2-carbonitrile NC1=NC(=C2N=CN(C2=N1)CC1=CC(=C(C=C1)N)C(F)(F)F)C1=CC(=NC=C1)C#N